[O-2].[Zn+2].[Mn+2].[Zn+2].[O-2].[O-2] zinc-manganese-zinc-oxide